(S)-N-(1-Cyclohexyl-2-((5-(3,5-dimethylisoxazol-4-yl)pyridin-2-yl)amino)-2-oxoethyl)-3-methylisoxazole-4-carboxamide C1(CCCCC1)[C@@H](C(=O)NC1=NC=C(C=C1)C=1C(=NOC1C)C)NC(=O)C=1C(=NOC1)C